C1(CC1)C1=NC=NC(=C1C1=NN(C2=C1CNCC2)C)OC 3-(4-cyclopropyl-6-methoxypyrimidin-5-yl)-1-methyl-4,5,6,7-tetrahydro-1H-pyrazolo[4,3-c]pyridine